4-carboxy-chroman-4-yl-acetic acid C(=O)(O)C1(CCOC2=CC=CC=C12)CC(=O)O